C(C)(=O)N(C(CC)C1CCN(CC1)C1CCC12CN(CC2)C(=O)[O-])CC (4-{1-[acetyl (ethyl) amino] propyl} piperidin-1-yl)-6-azaspiro[3.4]octane-6-carboxylate